4-vinylphenyl-N,N-dimethylamine C(=C)C1=CC=C(C=C1)N(C)C